C(C)(C)(C)C1=CC2=C(N=C(N=C2)C(CP(=O)(OC)OC)=O)N1C 1-(6-tert-butyl-7-methyl-pyrrolo[2,3-d]pyrimidin-2-yl)-2-dimethoxyphosphoryl-ethanone